C(C(C)C)C1=CC(=C(C=C1)S(=O)(=O)N)B1OC(CN(CC(O1)=O)C)=O 4-isobutyl-2-(6-methyl-4,8-dioxo-1,3,6,2-dioxazaborocan-2-yl)benzenesulfonamide